N2-(6-fluoro-1H-indazol-4-yl)-N4-methyl-5-(trifluoromethyl)pyrimidine-2,4-diamine FC1=CC(=C2C=NNC2=C1)NC1=NC=C(C(=N1)NC)C(F)(F)F